(1R,4R)-2-[5-(trifluoromethyl)pyrazin-2-yl]-2,5-diazabicyclo[2.2.1]heptane FC(C=1N=CC(=NC1)N1[C@H]2CN[C@@H](C1)C2)(F)F